ClC=1C=C2C(C(=CN(C2=NC1Cl)C=1C=NN(C1)C)C(=O)OCC)=O ethyl 6,7-dichloro-1-(1-methylpyrazol-4-yl)-4-oxo-1,8-naphthyridine-3-carboxylate